3-{4-[8-amino-5-(4-aminocyclohex-1-en-1-yl)-3-methylimidazo[1,5-a]pyrazin-1-yl]naphthalen-1-yl}-1-(3-fluorophenyl)urea NC=1C=2N(C(=CN1)C1=CCC(CC1)N)C(=NC2C2=CC=C(C1=CC=CC=C21)NC(NC2=CC(=CC=C2)F)=O)C